C(C1=CC=CC=C1)OC=1C=C2C=C(N(C2=CC1)C1=CC(=C(C=C1)F)C)C(CO[Si](C)(C)C(C)(C)C)(C)C 5-(benzyloxy)-2-(1-((tert-butyldimethylsilyl)oxy)-2-methylpropan-2-yl)-1-(4-fluoro-3-methylphenyl)-1H-indole